(5-(5-fluoro-2-methoxypyridin-4-yl)-1H-pyrazole-3-carbonyl)-4-azaspiro[2.5]octane-7-carboxamide FC=1C(=CC(=NC1)OC)C1=CC(=NN1)C(=O)C1CC12NCCC(C2)C(=O)N